tert-butyl 2-((4-chloro-2-fluorobenzyl)amino)-3-(trifluoromethyl)-5,8-dihydro-1,7-naphthyridine-7(6H)-carboxylate ClC1=CC(=C(CNC2=NC=3CN(CCC3C=C2C(F)(F)F)C(=O)OC(C)(C)C)C=C1)F